CON1C(OC(C2=C1C=CC=C2)=O)=O methoxy-2H-benzo[d][1,3]oxazine-2,4(1H)-dione